ClC1=C(C(=CC=C1)F)N1CN(C2=CC(=C(C=C2C1=O)F)N1N=C(N(C1=O)CC)CO)CC1CCCCC1 3-(2-Chloro-6-fluorophenyl)-1-(cyclohexylmethyl)-7-(4-ethyl-3-(hydroxymethyl)-5-oxo-4,5-dihydro-1H-1,2,4-triazol-1-yl)-6-fluoro-2,3-dihydroquinazolin-4(1H)-one